C(C)(C)(C)N1C=C(C=C1)C(=O)NCC1=NC(=NO1)N1N=C2C(=CC=CC2=C1C=C(F)F)N[C@H]1[C@H](CN(CC1)C)F 1-(tert-butyl)-N-((3-(3-(2,2-difluorovinyl)-7-(((3S,4R)-3-fluoro-1-methylpiperidin-4-yl)amino)-2H-indazol-2-yl)-1,2,4-oxadiazol-5-yl)methyl)-1H-pyrrole-3-carboxamide